3-(pyridin-3-yl)cyclohexane-1-carboxylic acid N1=CC(=CC=C1)C1CC(CCC1)C(=O)O